3-[4-[[3,5-bis(difluoromethyl)pyrazol-1-yl]methyl]phenyl]-5-(trifluoromethyl)-1,2,4-oxadiazole FC(C1=NN(C(=C1)C(F)F)CC1=CC=C(C=C1)C1=NOC(=N1)C(F)(F)F)F